FC[C@@]1(CCC=2N(C1)N=C(C2C2=CC=1N(C=C2)N=CC1)C1=NC=C(C=C1)F)C (R)-5-[6-(Fluoromethyl)-2-(5-fluoro-2-pyridyl)-6-methyl-5,7-dihydro-4H-pyrazolo[1,5-a]pyridin-3-yl]pyrazolo[1,5-a]pyridine